8,15-dihydroxyeicosatetraenoic acid CCCCCC(CCCCCC=C(C=CC=CC=CC(=O)O)O)O